6-(4-vinylphenyl)hexylphosphonic acid C(=C)C1=CC=C(C=C1)CCCCCCP(O)(O)=O